2-(3,3-difluoropiperidin-4-yl)-1,2,3,4-tetrahydro-2,7-naphthyridine FC1(CNCCC1N1CC2=CN=CC=C2CC1)F